FC1(CCC(CC1)NC1=C(C(=NC(=N1)C=1SC=C(N1)C)C(C)=O)OC)F 1-(6-((4,4-difluorocyclohexyl)amino)-5-methoxy-2-(4-methylthiazol-2-yl)pyrimidin-4-yl)ethan-1-one